C[Si](N1C=NC=C1)(C)C N-trimethylsilylimidazole